N1,N1-dimethyl-1,2-propanediamine CN(CC(C)N)C